(dimethylsilanediyl)dicyclohexylamine C[Si](C)=C1C(CCCC1)NC1CCCCC1